5-((3-(5-chloropyridin-2-yl)-1,2,4-oxadiazol-5-yl)amino)pyridinecarbonitrile ClC=1C=CC(=NC1)C1=NOC(=N1)NC=1C=CC(=NC1)C#N